2'-[6-amino-5-(trifluoromethyl)pyridin-3-yl]-N-[2-(pyridin-3-yl)propan-2-yl]-5',6'-dihydrospiro[azetidine-3,4'-pyrrolo[1,2-b]pyrazole]-1-carboxamide NC1=C(C=C(C=N1)C=1C=C2N(N1)CCC21CN(C1)C(=O)NC(C)(C)C=1C=NC=CC1)C(F)(F)F